ClC1=CC=C(C=C1)C1=NN=C(O1)S 5-(4-chlorophenyl)-1,3,4-oxadiazole-2-thiol